N1C(=NC2=C1C=CC=C2)C=2C=C(NC1=CC=C(C=C1)C1CCCCC1)C=CC2 3-(1H-benzo[d]imidazol-2-yl)-N-(4-cyclohexylphenyl)aniline